C1(CCCC1)CNC(=O)C1=CC(=CC=2N1N=CC2)C N-(cyclopentylmethyl)-5-methylpyrazolo[1,5-a]pyridine-7-carboxamide